1-(4-((3-hydroxy-2-(pyridin-2-yl)pyrrolidin-1-yl)methyl)phenyl)-3-(4-methoxybenzyl)urea OC1C(N(CC1)CC1=CC=C(C=C1)NC(=O)NCC1=CC=C(C=C1)OC)C1=NC=CC=C1